O1[C@]23[C@@]4(CS[N@]21)C=CC(=C3)C4 (+)-(2R,4aS,7S,8aR)-4H-4a,7-methanooxazirino[3,2-i][2,1]benzisothiazole